P(=O)(=O)CCCCCCC phosphoheptane